N-((3R,4S)-4-((6-(2,6-dichloro-3,5-di-methoxyphenyl)-8-isopropoxy-pyrido[3,4-d]pyrimidin-2-yl)amino)tetra-hydrofuran-3-yl)acryl-amide ClC1=C(C(=C(C=C1OC)OC)Cl)C1=CC2=C(N=C(N=C2)N[C@H]2[C@H](COC2)NC(C=C)=O)C(=N1)OC(C)C